C[SiH](C)[Zr+](C1=CC(C=2C=CC3=C(C12)C=CC=C3)CC(C)C)C3C(=C(C(=C3C)C)C)C dimethylsilyl-tetramethylcyclopentadienyl-(3-isobutylbenz[e]indenyl)zirconium(IV)